((2R,5S)-5-(benzyloxy)tetrahydro-2H-pyran-2-yl)methanol C(C1=CC=CC=C1)O[C@H]1CC[C@@H](OC1)CO